C(=O)O.NC(CC(=O)O)CC1=NC(=CN=C1)C1=CC=C(C=C1)OC1=NC=C(C=C1F)C#N 3-amino-4-(6-(4-((5-cyano-3-fluoropyridin-2-yl)oxy)phenyl)pyrazin-2-yl)butanoic acid formate